(1R,2S)-N-((S)-3-(2-chloro-4-hydroxyphenyl)-2-(dimethylamino)propyl)-2-methyl-2-phenylcyclopropane-1-carboxamide ClC1=C(C=CC(=C1)O)C[C@@H](CNC(=O)[C@H]1[C@](C1)(C1=CC=CC=C1)C)N(C)C